methyl N-[4-methyl-5-({4-[(2S)-2-({8-[1-methyl-3-(trifluoromethyl)-1H-pyrazol-4-yl]quinazolin-4-yl}amino)propyl]piperazin-1-yl}sulfonyl)-1,3-thiazol-2-yl]carbamate CC=1N=C(SC1S(=O)(=O)N1CCN(CC1)C[C@H](C)NC1=NC=NC2=C(C=CC=C12)C=1C(=NN(C1)C)C(F)(F)F)NC(OC)=O